4-Chlorophenyl-methylcarbamat ClC1=CC=C(C=C1)N(C([O-])=O)C